FC=1C=C(C=C(C1OCC1(CCOCC1)F)F)S(=O)(=O)NC(C1=C(C=CC=C1)OC=1C=C2C(=NC1)NC=C2)=O N-({3,5-difluoro-4-[(4-fluorotetrahydro-2H-pyran-4-yl)methoxy]phenyl}sulfonyl)-2-(1H-pyrrolo[2,3-b]pyridin-5-yloxy)benzamide